6-(difluoromethoxy)-4-(trifluoromethyl)-2,3-dihydroisoindol-1-one FC(OC1=CC(=C2CNC(C2=C1)=O)C(F)(F)F)F